2-(difluoromethoxy)-6-(4,4,5,5-tetramethyl-1,3,2-dioxaborolan-2-yl)pyridine FC(OC1=NC(=CC=C1)B1OC(C(O1)(C)C)(C)C)F